O[C@H]1COCC[C@@H]1N1C=NC2=C(C(=C(C=C2C1=O)CC=1C=NC(=CC1)C=1C=NN(C1)CC(F)(F)F)C)C 3-((3R,4S)-3-hydroxytetrahydro-2H-pyran-4-yl)-7,8-dimethyl-6-((6-(1-(2,2,2-trifluoroethyl)-1H-pyrazol-4-yl)pyridin-3-yl)methyl)quinazolin-4(3H)-one